biphenylyl-(naphthyl)fluoranthene C1(=C(C=CC=C1)C1=C(C=2C3=CC=CC=C3C3=CC=CC(=C1)C23)C2=CC=CC3=CC=CC=C23)C2=CC=CC=C2